COC=1C=C(C=C(C1)OC)N(C(=O)C=1N=C(SC1)C#C)[C@H]1CN(CCC1)S(=O)(=O)C(F)(F)F (R)-N-(3,5-Dimethoxyphenyl)-2-ethynyl-N-(1-((trifluoromethyl)sulfonyl)piperidin-3-yl)thiazole-4-carboxamide